(4-(4-morpholino-7H-pyrrolo[2,3-d]pyrimidin-6-yl)phenyl)(2-(piperazin-1-yl)pyrimidin-5-yl)methanol O1CCN(CC1)C=1C2=C(N=CN1)NC(=C2)C2=CC=C(C=C2)C(O)C=2C=NC(=NC2)N2CCNCC2